(2R,7aR)-2,6-difluoro-tetrahydro-1H-pyrrolizine F[C@@H]1CC2=CC(CN2C1)F